N=1N=C(N2C1CN(CC2)C(=O)OC(C)(C)C)C(=O)OCC 7-tert-butyl 3-ethyl 5H,6H,8H-[1,2,4]triazolo[4,3-a]pyrazine-3,7-dicarboxylate